O1C=C(C2=C1C=CC=C2)C(=O)C2=C(C(=O)N)C=CC=C2 benzofuran-3-carbonyl-benzamide